tert-butyl (6R,7S)-7-cyano-6-(3-methoxyphenyl)-4-azaspiro[2.4]heptane-4-carboxylate C(#N)[C@H]1[C@@H](CN(C12CC2)C(=O)OC(C)(C)C)C2=CC(=CC=C2)OC